Cyclooctyl-[4-fluoro-5-(pyridin-4-ylmethyl)-1H-benzoimidazol-2-yl]methylamine C1(CCCCCCC1)NCC1=NC2=C(N1)C=CC(=C2F)CC2=CC=NC=C2